BrC=1C=C2C(=NC1)C=NN2CC=2SC(=NN2)C 2-((6-bromo-1H-pyrazolo[4,3-b]pyridin-1-yl)methyl)-5-methyl-1,3,4-thiadiazole